7-bromo-2-(4-chloro-2-fluorobenzyl)-4-fluorobenzo[d]oxazole BrC1=CC=C(C=2N=C(OC21)CC2=C(C=C(C=C2)Cl)F)F